(2R,4S)-1-[(2S)-2-[4-(1,1-dioxothian-3-yl)triazol-1-yl]-3,3-dimethyl-butanoyl]-4-hydroxy-N-methyl-pyrrolidine-2-carboxamide O=S1(CC(CCC1)C=1N=NN(C1)[C@H](C(=O)N1[C@H](C[C@@H](C1)O)C(=O)NC)C(C)(C)C)=O